F[C@@H](C(=O)N)C α-(R)-fluoro-propanamide